N-(3-(5-chloro-2-(difluoromethoxy)phenyl)-1-((1-(piperidin-4-yl)-1H-1,2,3-triazol-4-yl)methyl)-1H-pyrazol-4-yl)pyrazolo[1,5-a]pyrimidine-3-carboxamide ClC=1C=CC(=C(C1)C1=NN(C=C1NC(=O)C=1C=NN2C1N=CC=C2)CC=2N=NN(C2)C2CCNCC2)OC(F)F